(E)-N-ethylidenehydroxylamine C(/C)=N\O